4-[7-(2-Fluoro-5-methylphenyl)-1H,2H,3H-pyrido[3,4-b][1,4]oxazin-1-yl]pyridin-2-amine FC1=C(C=C(C=C1)C)C1=CC2=C(OCCN2C2=CC(=NC=C2)N)C=N1